C(=O)(O)[C@H](CCCC1=CC=C(C=C1)OCCOCCOCC)N1CCN(CCN(CCN(CC1)[C@@H](CO)C(=O)[O-])[C@@H](C(=O)[O-])CO)[C@@H](C(=O)[O-])CO (2R,2'R)-2,2'-{7-[(1S)-1-carboxy-4-{4-[2-(2-ethoxyethoxy)ethoxy]phenyl}butyl]-10-[(1S)-1-carboxylato-2-hydroxyethyl]-1,4,7,10-tetraazacyclododecan-1,4-diyl}bis(3-hydroxypropanoat)